5-[1-fluoro-3-hydroxy-7-(2-methylpropoxy)naphthalen-2-yl]-1λ6,2,5-thiadiazolidine-1,1,3-trione FC1=C(C(=CC2=CC=C(C=C12)OCC(C)C)O)N1CC(NS1(=O)=O)=O